C(C)OC(CC1CCN(CC1)C1=C(C=C(C=C1F)C=1SC=C(N1)OC1CCC1)F)=O {1-[4-(4-cyclobutoxy-thiazol-2-yl)-2,6-difluoro-phenyl]-piperidin-4-yl}acetic acid ethyl ester